C(#N)C1=C(C[C@@]2(NCCC2)C(=O)O)C=CC=C1 α-(2-cyano-benzyl)-proline